FC(C(=O)O)(F)F.N[C@H]1[C@@H](OCCC1)C1=C(C=2N=C(N=C(C2S1)NCC=1OC=CC1)Cl)I 6-((2r,3r)-3-aminotetrahydro-2H-pyran-2-yl)-2-chloro-N-(furan-2-ylmethyl)-7-iodothieno[3,2-d]pyrimidin-4-amine trifluoroacetate